(5RS,7RS)-2-(4-Methylbenzyl)-3-oxo-7-(trifluoromethyl)-2,3,5,6,7,8-hexahydro[1,2,4]triazolo[4,3-a]pyridin CC1=CC=C(CN2N=C3N(CC[C@H](C3)C(F)(F)F)C2=O)C=C1 |r|